C1=NC(=CC2=CC=CC=C12)C=1N=C(C2=C(N1)CCC2)N(CC(=O)NC=2N=CN(C2)C)C 2-{[2-(isoquinolin-3-yl)-5H,6H,7H-cyclopenta[d]pyrimidin-4-yl](methyl)amino}-N-(1-methyl-1H-imidazol-4-yl)acetamide